C(CCCCCCCCCCCCCCCCC)(=O)OCC(OP(=O)([O-])OCC[N+](C)(C)C)COC(CCCCCCCCCCCCCCCCC)=O 1,3-distearoyl-sn-glycero-2-phosphocholine